C(C)C1(CC=CC(=C1C(=O)OCC)C)C ethyl 6-ethyl-2,6-dimethylcyclohexa-1,3-diene-1-carboxylate